ClC1=NC=2N(C(=C1)N1CC(C(C1)(F)F)(F)F)N=CN2 5-chloro-7-(3,3,4,4-tetrafluoropyrrolidin-1-yl)-[1,2,4]triazolo[1,5-a]pyrimidine